N1(N=NC2=C1C=CC=C2)O[P](N2CCCC2)(N2CCCC2)N2CCCC2 benzotriazole-1-yl-oxy-tripyrrolidinyl-phosphorus